C(#N)C=1C(=CC2=C(C3CC4=C(CN3CC2)C(=C(C=C4)OC)OC)C1)C#N 2,3-dicyano-9,10-dimethoxy-6,8,13,13a-tetrahydro-5H-dibenzo[a,g]quinolizine